trans-2-(1-methyl-1H-1,2,3-triazol-4-yl)cyclopropane-1-carboxylic acid tert-butyl ester C(C)(C)(C)OC(=O)[C@H]1[C@@H](C1)C=1N=NN(C1)C